3-Bromo-1-(2-oxoethyl)-1H-pyrazole-5-carboxaldehyde BrC1=NN(C(=C1)C=O)CC=O